tert-butyl (R)-3-(3-((dimethylamino)methylene)thioureido)piperidine-1-carboxylate CN(C)C=NC(N[C@H]1CN(CCC1)C(=O)OC(C)(C)C)=S